C(C)OC(=O)C1(CC(C=2C=CC3=CC=CC=C3C2C1)C(NC1=CC=CC=C1)=O)C(=O)OCC 1-(phenylcarbamoyl)-1,4-dihydrophenanthrene-3,3(2H)-dicarboxylic acid diethyl ester